OCCCN(C(=O)C1NCC(N(C1)C(=O)OCC1=CC=CC=C1)C)C benzyl 5-((3-hydroxypropyl) (methyl) carbamoyl)-2-methylpiperazine-1-carboxylate